3-{(5,7-Dibromobenzofuran-2-yl)methyl}benzo[d][1,2,3]triazin-4(3H)-one BrC=1C=C(C2=C(C=C(O2)CN2N=NC3=C(C2=O)C=CC=C3)C1)Br